BrC1=CC(=C(C=C1)[C@@H](C(F)(F)F)N[S@](=O)C(C)(C)C)C (R)-N-((S)-1-(4-bromo-2-methylphenyl)-2,2,2-trifluoroethyl)-2-methylpropane-2-sulfinamide